1-methyl-3-methylimidazole chloride salt [Cl-].CN1CN(C=C1)C